CC([C@@H](C(=O)O)NS(=O)(=O)C=1C=CC2=C(SC3=C2C=CC(=C3)N3C(NCCC3)=O)C1)C (S)-3-methyl-2-(7-(2-oxotetrahydropyrimidin-1(2H)-yl)dibenzo[b,d]thiophene-3-sulfonamido)butanoic acid